N-[(1R,3S)-3-[6-(5-methylisoxazol-4-yl)-[1,2,4]triazolo[4,3-a]pyridin-3-yl]cyclohexyl]-4-(oxetan-3-yloxy)-5-(trifluoromethyl)pyrimidin-2-amine CC1=C(C=NO1)C=1C=CC=2N(C1)C(=NN2)[C@@H]2C[C@@H](CCC2)NC2=NC=C(C(=N2)OC2COC2)C(F)(F)F